C1(=CC=CC=C1)C=1C=C(C=2N(C1)C=C(N2)C=2C=C(C=CC2)O)C2=CC=CC=C2 3-(6,8-diphenylimidazo[1,2-a]pyridin-2-yl)phenol